ClC1=CC(=C(C=C1)C(=O)N1CCCCC1)OC 1-[(4-chloro-2-methoxyphenyl)carbonyl]piperidin